(2R,3S)-3-((2-(2,7-dimethylquinoxalin-5-yl)-5-fluorobenzo[d]thiazol-6-yl)oxy)butan-2-yl (6-((R)-3-(hydroxymethyl)morpholine-4-carbonyl)pyridin-3-yl)carbamate OC[C@H]1N(CCOC1)C(=O)C1=CC=C(C=N1)NC(O[C@H](C)[C@H](C)OC1=CC2=C(N=C(S2)C2=C3N=CC(=NC3=CC(=C2)C)C)C=C1F)=O